7-((2-methoxyethoxy)methoxy)-6-(7-((2-methoxyethoxy)methoxy)-4-oxo-4H-chromen-3-yl)-3,4-dihydroquinolin-2(1H)-one COCCOCOC1=C(C=C2CCC(NC2=C1)=O)C1=COC2=CC(=CC=C2C1=O)OCOCCOC